O=C1C(=CN(C2=NC(=CC=C12)N1CC(C1)=O)C=1SC=CN1)C(=O)O 4-oxo-7-(3-oxo-azetidin-1-yl)-1-(1,3-thiazol-2-yl)-1,4-dihydro-1,8-naphthyridine-3-carboxylic acid